3,3,3',5-tetrachloro-salicylanilide ClC1(C(C(C(=O)NC2=CC(=CC=C2)Cl)=CC(=C1)Cl)O)Cl